1-benzyl-5-vinyl-1H-1,2,3-triazole-4-carboxylic acid C(C1=CC=CC=C1)N1N=NC(=C1C=C)C(=O)O